2-(3'-t-butyl-5'-[2-(2-Ethylhexyloxy)-carbonylethyl]-2'-hydroxyphenyl)-5-chloro-benzotriazole C(C)(C)(C)C=1C(=C(C=C(C1)CCC(=O)OCC(CCCC)CC)N1N=C2C(=N1)C=CC(=C2)Cl)O